ON1C=[N+](C=C1)O 1,3-dihydroxy-1H-imidazolium